2-((5-(cyclopropylsulfonyl)-3-pyridinyl)carbonyl)-2-azabicyclo[3.1.0]hexane-3-carboxamide C1(CC1)S(=O)(=O)C=1C=C(C=NC1)C(=O)N1C2CC2CC1C(=O)N